6-(cyclopropanecarboxamido)-4-((6-(2-(hydroxymethyl)azetidin-1-yl)-[1,2,4]triazolo[1,5-a]pyridin-2-yl)amino)-N-methylpyridazine-3-carboxamide C1(CC1)C(=O)NC1=CC(=C(N=N1)C(=O)NC)NC1=NN2C(C=CC(=C2)N2C(CC2)CO)=N1